[7-(2,4-difluoro-6-isopropoxy-phenyl)-6-(7-prop-2-enoyl-6,8-dihydro-5H-1,7-naphthyridin-2-yl) thieno[3,2-c]pyridin-4-yl] trifluoromethanesulfonate FC(S(=O)(=O)OC1=NC(=C(C2=C1C=CS2)C2=C(C=C(C=C2OC(C)C)F)F)C2=NC=1CN(CCC1C=C2)C(C=C)=O)(F)F